Propionic acid dihydrochloride Cl.Cl.C(CC)(=O)O